tetradecanoic acid behenyl ester C(CCCCCCCCCCCCCCCCCCCCC)OC(CCCCCCCCCCCCC)=O